OC1(CC(C1)C(=O)N1CC2(C1)CCC(CC2)OC2=CC(=C(C=C2)C)OC)C ((1s,3s)-3-Hydroxy-3-methylcyclobutyl)(7-(3-methoxy-4-methylphenoxy)-2-azaspiro[3.5]nonan-2-yl)methanone